FC(C=1C(=C(C=CC1)[C@@H](C)NC1=NC(=NC2=CC(=C(C=C12)C1CCS(CC1)(=O)=NC)OC)C)F)F N-[(1R)-1-[3-(difluoromethyl)-2-fluoro-phenyl]ethyl]-7-methoxy-2-methyl-6-(1-methylimino-1-oxo-thian-4-yl)quinazolin-4-amine